tert-butyl ((1-((3-(2-methoxyethoxy)phenyl)sulfonyl)-5-(2-fluoro-4-hydroxyphenyl)-1H-pyrrol-3-yl)methyl)(methyl)carbamate COCCOC=1C=C(C=CC1)S(=O)(=O)N1C=C(C=C1C1=C(C=C(C=C1)O)F)CN(C(OC(C)(C)C)=O)C